COCOC1=C(C=CC=C1)C=1N=NC=2NC=3CCN([C@@H](C3C2C1)C)C1=NC=C(C=N1)N1CCC2(OCCO2)CC1 8-[2-[(3R)-12-[2-(methoxymethoxy)phenyl]-3-methyl-4,8,10,11-tetrazatricyclo[7.4.0.02,7]trideca-1(9),2(7),10,12-tetraen-4-yl]pyrimidin-5-yl]-1,4-dioxa-8-azaspiro[4.5]decane